2-((2S)-4-(5-(5-chloro-6-methyl-1H-indazol-4-yl)-8-(((3S,4S)-4-methoxy-1-methylpyrrolidin-3-yl)oxy)-3,4-dihydro-2H-pyrano[2,3-f]quinazolin-10-yl)piperazin-2-yl)acetonitrile ClC=1C(=C2C=NNC2=CC1C)C1=C2C(=C3C(=NC(=NC3=C1)O[C@H]1CN(C[C@@H]1OC)C)N1C[C@@H](NCC1)CC#N)OCCC2